3,8-dimethyl-7-chloro-tetrahydroquinoline CC1CNC2=C(C(=CC=C2C1)Cl)C